C1N(CC2=CC=CC=C12)C1=CC=C(C=N1)N 6-(isoindolin-2-yl)pyridin-3-amine